FC(OC1=NC(=CC=C1NC(=O)C1(CN(C1)C(CCC(=O)O)=O)C1=C(C=CC=C1)C(C)C)C)F 4-(3-((2-(difluoromethoxy)-6-methylpyridin-3-yl)carbamoyl)-3-(2-isopropylphenyl)azetidin-1-yl)-4-oxobutanoic acid